3-bromo-2-(2-ethyl-4-fluoro-phenoxy)-5-(trifluoromethyl)pyridine BrC=1C(=NC=C(C1)C(F)(F)F)OC1=C(C=C(C=C1)F)CC